myristoleyl linoleate C(CCCCCCC\C=C/C\C=C/CCCCC)(=O)OCCCCCCCC\C=C/CCCC